(2-methacryloyloxyethyl-oxy)ethyl isocyanate C(C(=C)C)(=O)OCCOCCN=C=O